(E)-3-chloro-N-(2-methyl-6-(2-(2-methylbenzylidene)hydrazinecarbonyl)phenyl)-5-(trifluoromethyl)picolinamide ClC=1C(=NC=C(C1)C(F)(F)F)C(=O)NC1=C(C=CC=C1C(=O)N/N=C/C1=C(C=CC=C1)C)C